ClC=1C(=C(C=CC1F)N(C(=O)[C@H]1N(C(N(C1)C(=O)OC(C)(C)C)=O)C1=CC(=C2C(=N1)SC(=N2)C)C(F)(F)F)C)F (S)-tert-butyl 4-((3-chloro-2,4-difluorophenyl)(methyl)carbamoyl)-3-(2-methyl-7-(trifluoromethyl)thiazolo[5,4-b]pyridin-5-yl)-2-oxoimidazolidine-1-carboxylate